N1=CN=C2NC=NC2=C1N1CCSC(=C1)C=1C=C2CCNCC2=CC1 4-(9H-purin-6-yl)-6-(1,2,3,4-tetrahydroisoquinolin-6-yl)-3,4-dihydro-2H-1,4-thiazine